3-cyclopropyl-6-methoxy-4-(3-methyl-4-methanesulfonylphenyl)-1H-pyrazolo[4,3-c]pyridine C1(CC1)C1=NNC2=C1C(=NC(=C2)OC)C2=CC(=C(C=C2)S(=O)(=O)C)C